[K+].OCC[N+](C)(C)C choline, potassium salt